1-(3-chloro-2-fluorobenzyl)-6-methylisoquinolin-5-amine ClC=1C(=C(CC2=NC=CC=3C(=C(C=CC23)C)N)C=CC1)F